BrC1=CC(=C(C=C1)S(=O)(=O)NCC1=CC2=C(C(N(C2)C2C(NC(CC2)=O)=O)=O)S1)OC(F)(F)F 4-bromo-N-((5-(2,6-dioxopiperidin-3-yl)-6-oxo-5,6-dihydro-4H-thieno[2,3-c]pyrrol-2-yl)methyl)-2-(trifluoromethoxy)benzenesulfonamide